NC=1C=C2C(=NC1)N(C(N2CC)=O)C2CC2 6-amino-3-cyclopropyl-1-ethyl-1H-imidazo[4,5-b]pyridin-2(3H)-one